methyl 2-chloro-4-((diphenylmethylene)amino)-5-fluorobenzoate ClC1=C(C(=O)OC)C=C(C(=C1)N=C(C1=CC=CC=C1)C1=CC=CC=C1)F